ClC=1C=CC(=C(C1)O)C=1C=2N(C(=NN1)N[C@@H]1COCC1)C=NC2 5-chloro-2-(4-{[(3S)-oxolan-3-yl]amino}imidazo[1,5-d][1,2,4]triazin-1-yl)phenol